(S)-N-(1-(2-cyanopyrimidin-5-yl)ethyl)-2-(5,6-difluoro-2,4-dioxo-1,4-dihydroquinazolin-3(2H)-yl)acetamide C(#N)C1=NC=C(C=N1)[C@H](C)NC(CN1C(NC2=CC=C(C(=C2C1=O)F)F)=O)=O